CC1=C(C=C(C(=C1)\C=C\C)C)C (E)-1,2,4-trimethyl-5-propenylbenzene